C(C)(C)(C)OC(=O)C=1C(=NC(=CC1)N1N=C(C=C1)OC1CC1)Cl 2-chloro-6-(3-cyclopropoxy-1H-pyrazol-1-yl)pyridine-3-carboxylic acid tert-butyl ester